The molecule is an organic heterotricyclic compound obtained by oxidative cleavage of the furofuran ring system of aflatoxin B1. It has a role as a xenobiotic metabolite. It is a triol, an organic heterotricyclic compound, an aromatic ether, an aromatic ketone and a member of phenols. It derives from an aflatoxin B1. COC1=C2C3=C(C(=O)CC3)C(=O)OC2=C(C(=C1)O)C(CO)C(CO)O